1-(5-Chloro-3-phenyl-1H-indol-1-yl)naphthalen-2-ol ClC=1C=C2C(=CN(C2=CC1)C1=C(C=CC2=CC=CC=C12)O)C1=CC=CC=C1